C(C)SSN ethylamino disulfide